bis(4'-hydroxy-3'-tert-butyl-phenyl)ethanoic acid OC1=C(C=C(C=C1)C(C(=O)O)C1=CC(=C(C=C1)O)C(C)(C)C)C(C)(C)C